C(C)N1C(C2=C(C=C1C(F)(F)F)N=C(N2C)C2=C(C=C(C=N2)CC#N)S(=O)(=O)CC)=O 2-[6-[5-ethyl-3-methyl-4-oxo-6-(trifluoromethyl)imidazo[4,5-c]pyridin-2-yl]-5-ethylsulfonyl-3-pyridyl]acetonitrile